C1(=CC=CC=C1)[C@@H](C)OC(C)=O.FC=1C(=C(C(=O)N)C=C(C1F)CC1=C(C(=NC=C1)NS(NC)(=O)=O)F)NC1=C(C=C(C=C1)SC)F |r| 3,4-Difluoro-5-[[3-Fluoro-2-(methylsulfamoylamino)Pyridine-4-yl]Methyl]-2-(2-Fluoro-4-methylsulfanylanilino)benzamide (+-)-1-phenylethyl-acetate